BrC1=C(C=C(C=C1)OC)C1OCCCO1 2-(2-bromo-5-methoxyphenyl)-1,3-dioxane